N-(4-chloro-5-isobutylthiazol-2-yl)acetamide ClC=1N=C(SC1CC(C)C)NC(C)=O